benzo[e][1,4]diazepin-5-one N1=CC=NC(C2=C1C=CC=C2)=O